C(C1=CC=CC=C1)C1(C[C@@H]2[C@@H](CN(C2)CC(O)C=2C=C3CC(NC3=CC2)=O)C1)O rac-5-(2-((3aR,5r,6aS)-5-benzyl-5-hydroxyhexa-hydrocyclopenta[c]pyrrol-2(1H)-yl)-1-hydroxyethyl)indolin-2-one